N[C@H]1CN(CCC1)C=1C=CC=2N(N1)C(=CN2)C#CC=2C(=C(C(=O)NC1=CC(=CC(=C1)C(F)(F)F)Cl)C=CC2)C (R)-3-((6-(3-aminopiperidin-1-yl)imidazo[1,2-b]pyridazin-3-yl)ethynyl)-N-(3-chloro-5-(trifluoromethyl)phenyl)-2-methylbenzamide